5-[2-(aminomethyl)phenyl]-4-methyl-2H-1,2,4-triazol-3-one NCC1=C(C=CC=C1)C=1N(C(NN1)=O)C